ClC=1C(=C(C(=C(C1)C(C)C1=NC(=C2N1C=CN=C2N)C2CC2)OC)C=2C=NC=CC2)C 3-(1-(5-chloro-2-methoxy-4-methyl-3-(pyridin-3-yl)phenyl)ethyl)-1-cyclopropylimidazo[1,5-a]pyrazin-8-amine